((7R)-7-Amino-2-azabicyclo[2.2.1]heptan-2-yl)(2-(1-(cyclopropylmethyl)-6-(3-methoxyazetidin-1-yl)-1H-indol-2-yl)-3-methylbenzofuran-6-yl)methanone N[C@H]1C2N(CC1CC2)C(=O)C2=CC1=C(C(=C(O1)C=1N(C3=CC(=CC=C3C1)N1CC(C1)OC)CC1CC1)C)C=C2